1-(4-chloro-2-cyanophenyl)-N-[(2S)-1-(dimethylamino)propan-2-yl]-4-{2'-ethoxy-3-fluoro-[2,3'-bipyridine]-5-yl}piperidine-4-carboxamide ClC1=CC(=C(C=C1)N1CCC(CC1)(C(=O)N[C@H](CN(C)C)C)C=1C=C(C(=NC1)C=1C(=NC=CC1)OCC)F)C#N